C12(CC1)COC1=CC=CC=C1C2=NO Spiro[chromane-3,1'-cyclopropane]-4-one oxime